(S)-4-((6-fluoropyridin-2-yl)methyl)-N-(7-((4-hydroxytetrahydro-2H-pyran-4-yl)ethynyl)-5-methyl-4-oxo-2,3,4,5-tetrahydrobenzo[b][1,4]oxazepin-3-yl)-1H-pyrazole-1-carboxamide magnesium [Mg].FC1=CC=CC(=N1)CC=1C=NN(C1)C(=O)N[C@@H]1C(N(C2=C(OC1)C=CC(=C2)C#CC2(CCOCC2)O)C)=O